C[Si](C#CC1=CC=C(C=C1)[C@H](C)N1CN=CC2=C1SC=C2)(C)C N-[(1S)-1-[4-(2-trimethylsilylethynyl)phenyl]ethyl]thieno[2,3-d]pyrimidin